C1(=CC=CC=C1)[C@@H]1N2C(COC1)=NC1=C2C=C(C=C1)C=1C=NC(=NC1)N1C=CC(=CC=C1)O 1-(5-((S)-4-phenyl-3,4-dihydro-1H-benzo[4,5]imidazo[2,1-c][1,4]oxazin-7-yl)pyrimidin-2-yl)azepin-4-ol